Cl.N[C@H]1[C@H](CC2=CC=CC=C12)NC(=O)C1=CN(CCS1)C1=C2C(=NC=C1)NC=C2 N-((1R,2S)-1-amino-2,3-dihydro-1H-inden-2-yl)-4-(1H-pyrrolo[2,3-b]pyridin-4-yl)-3,4-dihydro-2H-1,4-thiazine-6-carboxamide hydrochloride